3-Picolin N1=CC(=CC=C1)C